ClC1=CC(=C2C(=CNC2=C1)C=O)OC 6-CHLORO-4-METHOXYINDOLE-3-CARBOXALDEHYDE